OC1=NOC=2CN(CCC21)C(=O)C=2OC1=C(N2)CN(C1)C(=O)OC(C)(C)C tert-Butyl 2-(3-hydroxy-5,7-dihydro-4H-[1,2]oxazolo[5,4-c]pyridine-6-carbonyl)-4,6-dihydropyrrolo[3,4-d][1,3]oxazole-5-carboxylate